1,1-dichloro-3-iodoacetone ClC(C(=O)CI)Cl